CC1=C(C=C(C=C1)NC(C1=CC(=NC=C1)C(F)(F)F)=O)N1N=NC(=C1)C=1C=NC=C(C1)N1CCN(CC1)C N-(4-methyl-3-(4-(5-(4-methylpiperazin-1-yl)pyridin-3-yl)-1H-1,2,3-triazol-1-yl)phenyl)-2-(trifluoromethyl)isonicotinamide